(16R)-18-(3,3-Dimethylcyclopentyl)-12-(2,6-dimethylphenyl)-15-oxa-8λ6-thia-1,9,11,18,22-pentaazatetracyclo[14.4.1.13,7.110,14]tricosa-3,5,7(23),10(22),11,13-hexaene-2,8,8-trione CC1(CC(CC1)N1C[C@H]2OC3=CC(=NC(NS(C=4C=CC=C(C(N(CC1)C2)=O)C4)(=O)=O)=N3)C3=C(C=CC=C3C)C)C